C(C(C)C)C1=CC(=C(S1)S(=O)(=O)NC(OCCCC)=O)C1=CC=C(C=C1)CN1C(=NC=C1)C Butyl N-[[5-isobutyl-3-[4-[(2-methylimidazol-1-yl)methyl]phenyl]-2-thienyl]sulfonyl]-carbamate